N[C@H](C(=O)NC)CCCC1=CC=CC=2NN=NC21 (S)-2-amino-5-(1H-benzo[d][1,2,3]triazol-4-yl)-N-methylpentanamide